(R)-3-(3-(2,5-di-chloro-7H-pyrrolo[2,3-d]pyrimidin-7-yl)-2-fluoropropoxy)-1-(2,6-dimethylpyridin-3-yl)-5-methyl-1H-pyrazol-4-amine ClC=1N=CC2=C(N1)N(C=C2Cl)C[C@H](COC2=NN(C(=C2N)C)C=2C(=NC(=CC2)C)C)F